O[C@@H](CN1CCC(CC1)C(=O)N)COC1=CC=C2C(=C(C(OC2=C1)=O)CC1=CC=C(C=C1)OC(F)(F)F)C (S)-1-(2-hydroxy-3-((4-methyl-2-oxo-3-(4-(trifluoromethoxy)benzyl)-2H-chromen-7-yl)oxy)propyl)piperidine-4-carboxamide